5-bromo-2-(tert-butylamino)-6-chloronicotinate BrC=1C(=NC(=C(C(=O)[O-])C1)NC(C)(C)C)Cl